O=C1NC(CCC1N1C(C2=CC=CC(=C2C1)C=1SC(=CN1)C=CCC=1C(=NC=CC1)C(=O)N)=O)=O (3-(2-(2-(2,6-dioxopiperidin-3-yl)-1-oxoisoindolin-4-yl)thiazol-5-yl)allyl)picolinamide